C[Si](N[Si](C)(C)C)(C)C Hexamethyldisilazan